1-((3S,4R)-4-(3,4-difluorophenyl)-1-(2-methoxyethyl)pyrrolidin-3-yl)-3-(1',4-dimethyl-1-phenyl-1H,1'H-3,4'-bipyrazol-5-yl)thiourea FC=1C=C(C=CC1F)[C@H]1[C@@H](CN(C1)CCOC)NC(=S)NC1=C(C(=NN1C1=CC=CC=C1)C=1C=NN(C1)C)C